OB1OC(C2=C1C=CC=C2)C(=O)N[C@H](C(=O)N[C@@H](CCC(=O)O)C(=O)O)CNC(=O)C2C1=C(B(O2)O)C=CC=C1 ((2S)-2,3-bis(1-hydroxy-1,3-dihydrobenzo[c][1,2]oxaborole-3-carboxamido)propanoyl)-L-glutamic acid